C(C1=CC=CC=C1)OC=1C(C(=CN2C1C(N1[C@H](CC[C@@]3(C2C1)OC3)C)=O)C(=O)NCC3=C(C=C(C=C3F)F)F)=O (2S,3'S,7R)-12'-(benzyloxy)-3'-methyl-1',11'-dioxo-N-(2,4,6-trifluorobenzyl)-1',4',5',11'-tetrahydro-3'H,7'H-spiro[oxirane-2,6'-[2,7]methanopyrido[1,2-a][1,4]diazonine]-10'-carboxamide